BrC1=CC=C(OCC2OC(COC2)C2(CC2)OC)C=C1 2-((4-Bromophenoxy)methyl)-6-(1-methoxycyclopropyl)-1,4-dioxane